5-(furan-2-ylsulfanyl)-2-nitroaniline O1C(=CC=C1)SC=1C=CC(=C(N)C1)[N+](=O)[O-]